C(C)(C)(C)OC(CCC(C(=O)O)NC(=O)OC(C)(C)C)=O 5-tert-butoxy-2-(tert-butoxycarbonylamino)-5-oxopentanoic acid